BrC1=CC2=C(N(C[C@H](NS2(=O)=O)C2CCCCC2)CC2CC2)C=C1Cl (R)-8-bromo-7-chloro-3-cyclohexyl-5-(cyclopropylmethyl)-2,3,4,5-tetrahydrobenzo[f][1,2,5]thiadiazepine 1,1-dioxide